F[C@@H]1CC2CCCN2C1 (2R,8S)-2-fluoro-1,2,3,5,6,7-hexahydropyrrolizine